3-(1H-pyrazol-1-yl)cyclobutane-1-carboxylic acid N1(N=CC=C1)C1CC(C1)C(=O)O